β-(3,5-ditert-Butyl-4-hydroxyphenyl)propionate C(C)(C)(C)C=1C=C(C=C(C1O)C(C)(C)C)CCC(=O)[O-]